[(7S,9aR)-7-(4-chlorophenyl)-7-hydroxy-3,4,6,8,9,9a-hexahydro-1H-pyrido[1,2-a]pyrazin-2-yl]-[2-chloro-3-(1,2-thiazol-3-yl)phenyl]methanone ClC1=CC=C(C=C1)[C@]1(CC[C@H]2N(CCN(C2)C(=O)C2=C(C(=CC=C2)C2=NSC=C2)Cl)C1)O